NC1=CC(=C(C=N1)C(=O)NC1=NC(=CC=C1)CC)OC 6-amino-N-(6-ethyl-2-pyridyl)-4-methoxy-pyridine-3-carboxamide